COC(=O)C=1C(=C(C=CC1)N1CC(C1)OC1=CC=C(C=C1)CNC=1C=NC=CC1)C1=CC(=CC=C1)Cl.BrC1=CC=C2C(=C(C=NC2=C1)S(=O)(=O)NCC1=CC=C(C=C1)OC)Cl 7-Bromo-4-chloro-N-(4-methoxybenzyl)quinoline-3-sulfonamide methyl-3'-chloro-6-(3-(4-((pyridin-3-ylamino)methyl)phenoxy)azetidin-1-yl)-[1,1'-biphenyl]-2-carboxylate